malyl-coenzyme A C(C(O)CC(=O)O)(=O)SCCNC(CCNC([C@@H](C(COP(OP(OC[C@@H]1[C@H]([C@H]([C@@H](O1)N1C=NC=2C(N)=NC=NC12)O)OP(=O)(O)O)(=O)O)(=O)O)(C)C)O)=O)=O